NC1=CC=C(OC=2C=C(OC3=C(C(=CC=C3)CCCC)OC3=CC(=CC=C3)OC3=CC=C(C=C3)N)C=CC2)C=C1 1,2-bis(3-(4-aminophenoxy)phenoxy)-3-n-butylbenzene